N-[2-(1-benzylpiperidin-4-yl)ethyl]-7-methyl-2-[4-(trifluoromethyl)phenyl]pyrazolo[1,5-a]pyrimidine-6-carboxamide C(C1=CC=CC=C1)N1CCC(CC1)CCNC(=O)C=1C=NC=2N(C1C)N=C(C2)C2=CC=C(C=C2)C(F)(F)F